ClC=1C=C(C=CC1)[C@@H]1[C@H](C1)C(=O)NC1=NC=CC(=C1)NCC=1N=C2N(C=C(C=C2N2CC3(C2)CN(C3)C3CC3)C3CC3)C1 (1S,2S)-2-(3-chlorophenyl)-N-(4-(((6-cyclopropyl-8-(6-cyclopropyl-2,6-diazaspiro[3.3]heptan-2-yl)imidazo[1,2-a]pyridin-2-yl)methyl)amino)pyridin-2-yl)cyclopropane-1-carboxamide